Cl.CC1=NN=C(C2=CC(=CC=C12)OC[C@@H]1N(CCC1)C)N[C@H](C)C1=C(C(=CC=C1)C(F)(F)F)C 4-methyl-N-((R)-1-(2-methyl-3-(trifluoromethyl)phenyl)ethyl)-7-(((R)-1-methylpyrrolidin-2-yl)methoxy)phthalazin-1-amine hydrochloride salt